C12CS(CC(NC1)C2)(=O)=O 3-thia-6-azabicyclo[3.2.1]octane 3,3-dioxide